2-[(6-chloro-2,3-dihydro-1,4-benzodioxin-7-yl)methyl]-4,4-dimethyl-isoxazolidine-3,5-dione ClC1=CC2=C(OCCO2)C=C1CN1OC(C(C1=O)(C)C)=O